COC=1C=C(C=C(C1)F)B(O)O 3-methoxy-5-fluorobenzeneboronic acid